ClC1=CC=C(C=C1)C=1N=CN(C1C1=CC(=NC=C1)CNC=O)CC(=O)N1CCN(CC1)C(=O)OCC1=CC=CC=C1 Benzyl 4-[2-[4-(4-chlorophenyl)-5-[2-(formamidomethyl)-4-pyridyl]imidazol-1-yl]acetyl]piperazine-1-carboxylate